3-methoxy-propanoate COCCC(=O)[O-]